NC1C(CCCC1)N(C=1C=C2C(N(C(C2=CC1)=O)C1C(NC(CC1)=O)=O)=O)C 5-((2-aminocyclohexyl)(methyl)amino)-2-(2,6-dioxopiperidin-3-yl)isoindoline-1,3-dione